2-bromo-4-methoxy-pyridine-N-oxide BrC1=[N+](C=CC(=C1)OC)[O-]